(2S)-Isopropyl 2-(((4-(aminomethyl)-5-hydroxy-6-methylpyridin-3-yl)methoxy)(phenoxy)phosphorylamino)-3-(4-(benzyloxy)phenyl)propanoate NCC1=C(C=NC(=C1O)C)COC1=C(OP(=O)=N[C@H](C(=O)OC(C)C)CC2=CC=C(C=C2)OCC2=CC=CC=C2)C=CC=C1